FC(C(=O)F)(OC(C(F)(F)F)(F)F)C(F)(F)F perfluoro-2-methyl-3-oxavaleryl fluoride